OCC1OC2=C(OC1)C=CC=C2N2CC(NCC2)CO 3-(hydroxymethyl)-5-(3-(hydroxymethyl)piperazin-1-yl)-2,3-dihydro-1,4-benzodioxine